CCCCCCCCCCCC(=O)OCC(CO)OC(=O)CCCCCCC/C=C\\CCCCCCCC The molecule is a 1,2-diglyceride with lauroyl and oleoyl as the two acyl groups. It is a 1,2-diglyceride and a dodecanoate ester. It derives from an oleic acid.